ClC=1C=C(C=C(C1)C=1N(N=C2C(N(CCC21)C(C2=C(C(=CC=C2)OC)Cl)=O)C)C)C2(CC2)C(=O)O 1-[3-chloro-5-[6-(2-chloro-3-methoxy-benzoyl)-2,7-dimethyl-5,7-dihydro-4H-pyrazolo[3,4-c]pyridin-3-yl]phenyl]cyclopropanecarboxylic acid